tert-butyl 2-[2-(2,6-dioxopiperidin-3-yl)-4-fluoro-1-oxo-3H-isoindol-5-yl]-1,1-dimethyl-2,7-diazaspiro[3.5]nonane-7-carboxylate O=C1NC(CCC1N1C(C2=CC=C(C(=C2C1)F)N1C(C2(C1)CCN(CC2)C(=O)OC(C)(C)C)(C)C)=O)=O